C[C@@H]1N(CC1)C=1N=C(C2=C(N1)CCC2)C=2C=CC(=NC2)N (S)-5-(2-(2-methylazetidin-1-yl)-6,7-dihydro-5H-cyclopenta[d]pyrimidin-4-yl)pyridin-2-amine